1-((4,7-Bis(carboxymethyl)-1,4,7,10-tetraazacyclododecan-1-yl)methyl)isochinolin-2-oxid C(=O)(O)CN1CCN(CCNCCN(CC1)CC(=O)O)CC1=[N+](C=CC2=CC=CC=C12)[O-]